C(C(C)C)C1=CC(=CC=2C3=CC=C(C=C3NC12)OC)CC(C)C 1,3-diisobutyl-7-methoxy-9H-carbazole